N1(CCCCC1)C1CCN(CC1)CCC1=CC=C(CSC2=C3CN(C(C3=CC=C2)=O)C2C(NC(CC2)=O)=O)C=C1 3-(4-((4-(2-([1,4'-bipiperidin]-1'-yl)ethyl)benzyl)thio)-1-oxoisoindolin-2-yl)piperidine-2,6-dione